COC(=O)C=1C=C2C(N(C(C2=CC1)=O)C=1C=C(C=CC1O)C1=CC=CC=C1)=O.[C-]1(C(=CC=C1)B(O)O)B(O)O.[CH-]1C=CC=C1.[Fe+2] ferrocenediboronic acid methyl-2-(4-hydroxybiphenyl-3-yl)-1,3-dioxoisoindoline-5-carboxylate